3-(4-((10-morpholinodecyl)thio)-1-oxoisoindolin-2-yl)piperidine-2,6-dione O1CCN(CC1)CCCCCCCCCCSC1=C2CN(C(C2=CC=C1)=O)C1C(NC(CC1)=O)=O